C(C1=CC=CC=C1)CCC(=O)[O-] 3-Benzylpropionate